CC1=NC2=CC(=CC=C2C(=C1)NC(C)C1=C(C(=CC=C1)C(F)(F)F)C)NC 2-methyl-4-((1-(2-methyl-3-(trifluoromethyl)phenyl)ethyl)amino)-7-(methylamino)quinoline